CS(=O)(=O)C1CCOCC1 l-4-methanesulfonyloxan